(2S,4R)-tert-Butyl 2-((6-bromopyridin-2-yl)carbamothioyl)-4-fluoropyrrolidine-1-carboxylate BrC1=CC=CC(=N1)NC(=S)[C@H]1N(C[C@@H](C1)F)C(=O)OC(C)(C)C